FC1=C(C=CC(=C1)F)[C@]1(C(C1)(C)C)CNS(=O)(=O)C1=CC=C(C=C1)OC(F)(F)F (S)-N-((1-(2,4-difluorophenyl)-2,2-dimethylcyclopropyl)methyl)-4-(trifluoromethoxy)benzenesulfonamide